FC=1C(=NC=NC1N(CC1=C(C=CC=C1)C)C)NC[C@@H]1[C@H](CN(CC1)CC(=O)N)O ((3R,4R)-4-(((5-fluoro-6-(methyl(2-methylbenzyl)amino)pyrimidin-4-yl)amino)methyl)-3-hydroxypiperidin-1-yl)acetamide